1-((3R,4R)-3-fluoro-1-(1H-pyrazolo[3,4-b]pyridin-5-yl)piperidin-4-yl)-1-methyl-3-(6-methyl-4-(trifluoromethyl)pyridin-2-yl)urea F[C@@H]1CN(CC[C@H]1N(C(=O)NC1=NC(=CC(=C1)C(F)(F)F)C)C)C=1C=C2C(=NC1)NN=C2